1-(3-(4-(Cyclohexylmethyl)piperazine-1-carbonyl)-4-fluorobenzyl)-5-fluoroquinazoline-2,4(1H,3H)-dione C1(CCCCC1)CN1CCN(CC1)C(=O)C=1C=C(CN2C(NC(C3=C(C=CC=C23)F)=O)=O)C=CC1F